N-(3-((7-methoxy-4-((7-methyl-2,3-dihydro-1H-inden-4-yl)amino)quinazolin-6-yl)oxy)cyclobutyl)acrylamide COC1=C(C=C2C(=NC=NC2=C1)NC1=C2CCCC2=C(C=C1)C)OC1CC(C1)NC(C=C)=O